4-((2-((R)-3-(4-amino-3-(4-phenoxyphenyl)-1H-pyrazolo[3,4-d]pyrimidin-1-yl)piperidine-1-yl)ethyl)thio)-2-(2,6-dioxopiperidin-3-yl)isoindoline-1,3-dione NC1=C2C(=NC=N1)N(N=C2C2=CC=C(C=C2)OC2=CC=CC=C2)[C@H]2CN(CCC2)CCSC2=C1C(N(C(C1=CC=C2)=O)C2C(NC(CC2)=O)=O)=O